C(C)(C)(C)C=1C=C(C=CC1)C(CO)O (3-(tert-butyl)phenyl)ethane-1,2-diol